CC=1C(C(C(CC1)C)C)O 2,5,6-tri-methylcyclohex-2-en-1-ol